[Si](C)(C)(C(C)(C)C)OC=1C=CC(=NC1)NC(=O)N1CCN(CCC1)C1=CC(=C(C=C1)F)F N-[5-[(tert-butyldimethylsilyl)oxy]pyridin-2-yl]-4-(3,4-difluorophenyl)-1,4-diazepane-1-carboxamide